5-BROMO-1-METHYL-3-[4-(TRIFLUOROMETHYL)PHENYL]-1H-PYRAZOLE-4-CARBOXALDEHYDE BrC1=C(C(=NN1C)C1=CC=C(C=C1)C(F)(F)F)C=O